2-isocyanatomethyl-2-(3-isocyanatopropyl)-6-isocyanatomethyl-bicyclo[2.2.1]-heptane N(=C=O)CC1(C2C(CC(C1)C2)CN=C=O)CCCN=C=O